3,3-difluoro-3-(pyridin-2-ylsulfonyl)propan-1-amine hydrochloride Cl.FC(CCN)(S(=O)(=O)C1=NC=CC=C1)F